C1(CC1)C1=C(C=C(C=C1)C1CC1)C1NCCC1 2-(2,5-dicyclopropylphenyl)pyrrolidin